(2R,3R,4S,5R)-2-{4-amino-5-bromo-7H-pyrrolo[2,3-d]pyrimidin-7-yl}-5-[(1E)-2-(piperidin-3-yl)ethenyl]oxolane NC=1C2=C(N=CN1)N(C=C2Br)[C@@H]2O[C@H](CC2)\C=C\[C@@H]2CNCCC2